2,5-dimethylbenzyl chloride CC1=C(CCl)C=C(C=C1)C